NC([C@H](CCC(=O)OC(C)(C)C)N1C(C2=CC=C(C=C2C1)OCC1=CC=C(C=C1)CN1CCC(CC1)NC(=O)OC(C)(C)C)=O)=O tert-butyl (S)-5-amino-4-(5-((4-((4-((tert-butoxycarbonyl)amino)piperidin-1-yl)methyl)benzyl)oxy)-1-oxoisoindolin-2-yl)-5-oxopentanoate